CC12CCC(CC1)(CC2)C(=O)O 4-methylbicyclo[2.2.2]octane-1-carboxylic acid